FC1=C(C=CC=C1)N(C(C(C)Br)=O)C N-(2-fluorophenyl)-N-methyl-2-bromopropanamide